(R)-(4-(1-Phenylethoxy)benzoyl)glycine methyl ester COC(CNC(C1=CC=C(C=C1)O[C@H](C)C1=CC=CC=C1)=O)=O